4-trifluoromethyl-2-(((2-tosylhydrazino)methyl)phenyl)piperazine-1-carboxylic acid tert-butyl ester C(C)(C)(C)OC(=O)N1C(CN(CC1)C(F)(F)F)C1=C(C=CC=C1)CNNS(=O)(=O)C1=CC=C(C)C=C1